C(C)(C)(C)OC(=O)N1C(C2=C(C=CC(=C2C1)C=1C=NN2C1C=CC(=C2)C)NC=2C=CC=1N(CCCCC1N2)C)=O 7-((5-Methyl-6,7,8,9-tetrahydro-5H-pyrido[3,2-b]azepin-2-yl)amino)-4-(6-methylpyrazolo[1,5-a]pyridin-3-yl)-1-oxoisoindoline-2-carboxylic acid tert-butyl ester